N-(1-Cyclohexylmethyl)glycin C1(CCCCC1)CNCC(=O)O